(S)-N-((S)-4-(cyclopropylamino)-3,4-dioxo-1-((S)-2-oxopyrrolidin-3-yl)butan-2-yl)-2-(4-methoxy-1H-indole-2-carbonyl)-1,2,3,4-tetrahydroisoquinoline-3-carboxamide C1(CC1)NC(C([C@H](C[C@H]1C(NCC1)=O)NC(=O)[C@H]1N(CC2=CC=CC=C2C1)C(=O)C=1NC2=CC=CC(=C2C1)OC)=O)=O